[Cl-].S(=O)(=O)([O-])[O-].[Cu+3] copper sulfate chloride